O1CCC(CC1)NC1=CC=C(C=C1)C#CC1=CC=C(C=C1)C1=CC(=NO1)CN1C(=NC=C1)[C@H](C)O (S)-1-(1-((5-(4-((4-((tetrahydro-2H-pyran-4-yl)amino)phenyl)ethynyl)phenyl)isoxazol-3-yl)methyl)-1H-imidazol-2-yl)ethan-1-ol